6-(3-(1H-imidazol-1-yl)-1H-1,2,4-triazol-5-yl)-8-(2-fluorobenzyl)imidazo[1,2-a]Pyrazine N1(C=NC=C1)C1=NNC(=N1)C=1N=C(C=2N(C1)C=CN2)CC2=C(C=CC=C2)F